BrC=1C=C(C[C@@H]2NC(OC2)=O)C=CC1 (S)-4-(3-bromobenzyl)oxazolidin-2-one